[N+](=O)([O-])C1=C(C=CC(=C1)[N+](=O)[O-])[N+]1=CC=C(C=C1)C1=CC=CC=C1 N-[2,4-dinitrophenyl]-4-phenylpyridinium